3-tert-butoxycarbonyloxynitrophenol C(C)(C)(C)OC(=O)OC=1C(=C(C=CC1)O)[N+](=O)[O-]